tert-butyl ((1-(tetrahydro-2H-pyran-2-yl)-1H-pyrazolo[4,3-b]pyridin-3-yl)methyl)carbamate O1C(CCCC1)N1N=C(C2=NC=CC=C21)CNC(OC(C)(C)C)=O